(1S,2S,5S)-2-ethyl-8-hydroxy-5-methyl-7,9-dioxo-N-(2,4,6-trifluorobenzyl)-2,5,7,9-tetrahydro-1,6-methanopyrido[1,2-b][1,2,5]triazonine-10-carboxamide C(C)[C@H]1C=C[C@@H](N2C(C=3N(N1C2)C=C(C(C3O)=O)C(=O)NCC3=C(C=C(C=C3F)F)F)=O)C